N-(4-bromo-5-chloropyridin-2-yl)-2-(3-cyanophenyl)Acetamide BrC1=CC(=NC=C1Cl)NC(CC1=CC(=CC=C1)C#N)=O